ClC=1C(=C(C#N)C=C(C1)N(C1=CC=C(C=C1)C=1C=C2N=CC(=NC2=CC1)SC)C1CC1)OCCCl 3-chloro-2-(2-chloroethoxy)-5-(cyclopropyl(4-(2-(methylthio)quinoxalin-6-yl)phenyl)amino)benzonitrile